CN1C(N(CC=2C1=NC=NC2)C2(CCNCC2)C)=O 1-methyl-3-(4-methyl-4-piperidyl)-4H-pyrimido[4,5-d]pyrimidin-2-one